COC(=O)C1=CC2=C(N=C(S2)N2[C@H]3CC(C[C@@H]2CC3)OCC=3C(=NOC3C3CC3)C3=C(C=CC=C3)Cl)C(=C1)C#C[Si](C)(C)C 2-((1R,3R,5S)-3-((3-(2-chlorophenyl)-5-cyclopropylisoxazol-4-yl)methoxy)-8-azabicyclo[3.2.1]oct-8-yl)-4-((trimethylsilyl)ethynyl)benzo[d]thiazole-6-carboxylic acid methyl ester